NC1=NN=C(S1)OCC1=CC=C(C=N1)CO (6-(((5-amino-1,3,4-thiadiazol-2-yl)oxy)methyl)pyridin-3-yl)methanol